(cyclopropylaminothiocarbonyl)-2-(4-(difluoromethyl)pyridin-2-yl)-2-(2-fluorophenyl)acetamide C1(CC1)NC(=S)C(C(=O)N)(C1=C(C=CC=C1)F)C1=NC=CC(=C1)C(F)F